(S)-N-(2-(4-(1-acetyl-2-methyl-1,2,3,4-tetrahydroquinolin-6-yl)phenyl)propan-2-yl)-6-(2-aminopyrimidin-5-yl)-8-morpholinoimidazo[1,2-a]pyrazine-2-carboxamide C(C)(=O)N1[C@H](CCC2=CC(=CC=C12)C1=CC=C(C=C1)C(C)(C)NC(=O)C=1N=C2N(C=C(N=C2N2CCOCC2)C=2C=NC(=NC2)N)C1)C